1-[(2,3-dihydro-1,4-benzodioxin-6-yl)sulfonyl]-N-[1-(2-methoxyethyl)-1H-indol-5-yl]-4-piperidinecarboxamide O1CCOC2=C1C=CC(=C2)S(=O)(=O)N2CCC(CC2)C(=O)NC=2C=C1C=CN(C1=CC2)CCOC